Ethoxysulfonyl-carbamic acid C(C)OS(=O)(=O)NC(O)=O